Cl.Cl.CC(C)[C@@H]1CN(CCN1)C1=CC=C(N=N1)C1=NC=C(C=C1O)C=1C=NNC1 2-{6-[(3R)-3-(propan-2-yl)piperazin-1-yl]pyridazin-3-yl}-5-(1H-pyrazol-4-yl)pyridin-3-ol dihydrochloride